5-(3-(Morpholinomethyl)phenyl)-2-oxo-6-(trifluoromethyl)-1,2-dihydropyridine-3-carboxamide O1CCN(CC1)CC=1C=C(C=CC1)C=1C=C(C(NC1C(F)(F)F)=O)C(=O)N